cis-2-(3-(1-(tert-butyl)-5-((4-fluoro-2-(4-methoxybenzyl)-1,1-dioxido-2,3-dihydrobenzo[d]isothiazol-5-yl)amino)-1H-pyrazol-3-yl)cyclopentyl)-5-chloropyridazin-3(2H)-one C(C)(C)(C)N1N=C(C=C1NC=1C=CC2=C(CN(S2(=O)=O)CC2=CC=C(C=C2)OC)C1F)[C@H]1C[C@H](CC1)N1N=CC(=CC1=O)Cl